CC1=NOC(=C1C=1C=C2C(=NC(=NC2=CC1)N1CCN(CC1)CC(=O)N)N1[C@H](COCC1)C1=CC=CC=C1)C (S)-2-(4-(6-(3,5-dimethylisoxazol-4-yl)-4-(3-phenylmorpholino)quinazoline-2-yl)piperazin-1-yl)acetamide